(1,1-dioxo-1,4-thiazinan-4-yl)-[4-nitro-2-(4-oxa-7-azaspiro[2.5]octan-7-yl)phenyl]methanone O=S1(CCN(CC1)C(=O)C1=C(C=C(C=C1)[N+](=O)[O-])N1CCOC2(CC2)C1)=O